(2-(1H-imidazol-2-yl)pyridine) iridium (III) [Ir+3].N1C(=NC=C1)C1=NC=CC=C1